2-hydroxy-4-(5,7-dihydroxy-3,6-dimethoxy-4-oxo-4H-chromen-2-yl)phenolate OC1=C(C=CC(=C1)C=1OC2=CC(=C(C(=C2C(C1OC)=O)O)OC)O)[O-]